1-(prop-2-yn-1-yl)-1H-benzo[d]imidazole C(C#C)N1C=NC2=C1C=CC=C2